1-[1-(4-chlorophenyl)-cyclopentyl]ethyl (2S)-2-[(3-hydroxy-4-methoxy-pyridine-2-carbonyl)amino]propanoate OC=1C(=NC=CC1OC)C(=O)N[C@H](C(=O)OC(C)C1(CCCC1)C1=CC=C(C=C1)Cl)C